4-(4-(5-amino-6-((1-(1-methylpiperidin-4-yl)-1H-pyrazol-4-yl)oxy)pyrazin-2-yl)-2,6-dimethylphenyl)oxazolidin-2-ol NC=1N=CC(=NC1OC=1C=NN(C1)C1CCN(CC1)C)C1=CC(=C(C(=C1)C)C1NC(OC1)O)C